1-[1-Cyclopropyl-3-(2-trifluoromethyl-benzylamino)-1H-pyrazol-4-yl]-ethanone C1(CC1)N1N=C(C(=C1)C(C)=O)NCC1=C(C=CC=C1)C(F)(F)F